ClC1=CC=C(C2=C1SC=C2C(=O)OC(C)(C)C)C(F)F tert-butyl 7-chloro-4-(difluoromethyl)benzo[b]thiophene-3-carboxylate